C(C)(C)(C)OC(=O)N(C1CC(N(CC1)C(=O)OCC1=CC=CC=C1)(C)C)CC benzyl 4-[tert-butoxy carbonyl(ethyl)amino]-2,2-dimethyl-piperidine-1-carboxylate